[1-[5-(2,6-dibenzyloxy-3-pyridyl)-3-fluoro-2-pyridyl]-4-piperidyl] 4-[6-isopropoxy-5-[[2-oxo-1-[(1S,2R)-2-fluorocyclopropyl]-3-pyridyl]carbamoyl]indazol-2-yl]piperidine-1-carboxylate C(C)(C)OC=1C(=CC2=CN(N=C2C1)C1CCN(CC1)C(=O)OC1CCN(CC1)C1=NC=C(C=C1F)C=1C(=NC(=CC1)OCC1=CC=CC=C1)OCC1=CC=CC=C1)C(NC=1C(N(C=CC1)[C@@H]1[C@@H](C1)F)=O)=O